N-(2-methoxy-4-nitrophenyl)-4-methylbenzamide COC1=C(C=CC(=C1)[N+](=O)[O-])NC(C1=CC=C(C=C1)C)=O